2-(2-(vinyl)ethoxy)ethanol tert-butyl-3-(4-(3-butyl-5-(diaminomethylene)-2,4,6-trioxotetrahydropyrimidin-1(2H)-yl)piperidin-1-yl)azetidine-1-carboxylate C(C)(C)(C)C1N(CC1N1CCC(CC1)N1C(N(C(C(C1=O)=C(N)N)=O)CCCC)=O)C(=O)OCCOCCC=C